1-(bromomethyl)-4-(3-bromopropyl)benzene BrCC1=CC=C(C=C1)CCCBr